FC=1C=CC(=NC1)NC1=CC(=C(N=N1)C(=O)NC([2H])([2H])[2H])NC1=C2N(C[C@@H]3N(C2=CC=C1)C(CC3)=O)C (R)-6-((5-fluoropyridin-2-yl)amino)-N-(methyl-d3)-4-((5-methyl-1-oxo-1,2,3,3a,4,5-hexahydropyrrolo[1,2-a]quinoxalin-6-yl)amino)pyridazine-3-carboxamide